Cl.CC=1C(=CC2=C(C(=CO2)C2CCNCC2)C1)C 4-(5,6-dimethylbenzofuran-3-yl)piperidine-hydrochloride